N-ethyl-N'-(4-(3-((3-fluoro-5-(trifluoromethyl)benzyl)oxy)oxetan-3-yl)-2,5-dimethylphenyl)-N-methylformimidamide C(C)N(C=NC1=C(C=C(C(=C1)C)C1(COC1)OCC1=CC(=CC(=C1)C(F)(F)F)F)C)C